(4-((5-chloro-4-(1-phenyl-1H-pyrazol-4-yl)pyrimidin-2-yl)amino)-3-methoxyphenyl)(morpholino)methanone ClC=1C(=NC(=NC1)NC1=C(C=C(C=C1)C(=O)N1CCOCC1)OC)C=1C=NN(C1)C1=CC=CC=C1